pyrrolo[2,3-d]-1,2,3-triazole N1=NN=C2C1=CC=N2